ClC=1C(N(C(=CC1OCC1=NC=C(C=C1F)F)C)C1=CC(=NC=C1C)C1=NC(=NC=C1)N1CCC(CC1)OC)=O 3-chloro-4-((3,5-difluoropyridin-2-yl)methoxy)-2'-(2-(4-methoxypiperidin-1-yl)pyrimidin-4-yl)-5',6-dimethyl-2H-[1,4'-bipyridin]-2-one